N-isobutyl-N-methyl-4-(7-(2-(2-((tetrahydro-2H-pyran-2-yl)oxy)propan-2-yl)pyridin-4-yl)furo[3,2-b]pyridin-2-yl)benzamide C(C(C)C)N(C(C1=CC=C(C=C1)C1=CC2=NC=CC(=C2O1)C1=CC(=NC=C1)C(C)(C)OC1OCCCC1)=O)C